propoxyethoxypropanol C(CC)OCCOC(CC)O